FC([C@@H]1N(CCC1)C#N)(F)F (2R)-2-(trifluoromethyl)pyrrolidine-1-carbonitrile